NC1CN(CC1)C(=O)C=1C=CC(=NC1)NC=1N=CC2=C(N1)N(C(C(=C2)Br)=O)C2CCCC2 2-[5-(3-amino-pyrrolidine-1-carbonyl)-pyridin-2-ylamino]-6-bromo-8-cyclopentyl-8H-pyrido[2,3-d]Pyrimidin-7-one